(S)-5-((5-(difluoromethyl)isoxazol-3-yl)amino)-3-(4-((difluoromethyl)sulfonamido)-3-(1-(4-fluorophenyl)ethoxy)phenyl)-1H-pyrazole-4-carboxamide FC(C1=CC(=NO1)NC1=C(C(=NN1)C1=CC(=C(C=C1)NS(=O)(=O)C(F)F)O[C@@H](C)C1=CC=C(C=C1)F)C(=O)N)F